7-((3S,5S)-3,5-dimethylpiperazin-1-yl)-9-methyl-2-(2-methylimidazo[1,2-b]pyridazin-6-yl)-4H-pyrido[1,2-a]pyrimidin-4-one C[C@H]1CN(C[C@@H](N1)C)C=1C=C(C=2N(C(C=C(N2)C=2C=CC=3N(N2)C=C(N3)C)=O)C1)C